C(C=C)C1=CC=C(CN2CN(C=C2)CC)C=C1 1-(4-allylbenzyl)-3-ethylimidazole